N-(4-hydroxyphenyl)-2-phenoxyacetamide OC1=CC=C(C=C1)NC(COC1=CC=CC=C1)=O